3-{2,6-dimethyl-4-[5-(trifluoromethyl)-1,2,4-oxadiazol-3-yl]phenoxylpropyl}-N,N-dimethylisoxazole-3-carboxamide CC1=C(OCCCC2(NOC=C2)C(=O)N(C)C)C(=CC(=C1)C1=NOC(=N1)C(F)(F)F)C